ClC1=CC(=C(C=C1)C1=NC(=CC2=C1N=C(N(C2=O)C2CC2)C)N2C[C@@H](OCC2)C=2C=NN(C2)C)F 8-(4-chloro-2-fluoro-phenyl)-3-cyclopropyl-2-methyl-6-[(2S)-2-(1-methylpyrazol-4-yl)morpholino]pyrido[3,4-d]pyrimidin-4-one